N1=CC=C(C=C1)C1=NN(C2=CC(=CC=C12)N)C(C1=CC=CC=C1)(C1=CC=CC=C1)C1=CC=CC=C1 3-(Pyridin-4-yl)-1-trityl-1H-indazol-6-amine